C(C)OC(=O)C1=CC=2C(=NC(=CC2)C(=O)OCC)N1C(CN)C 1-(1-aminopropane-2-yl)-1H-pyrrolo[2,3-b]pyridine-2,6-dicarboxylic acid diethyl ester